trimethylolpropane tris-(aziridinylpropionate) N1(CC1)C(C(=O)O)C.N1(CC1)C(C(=O)O)C.N1(CC1)C(C(=O)O)C.C(O)C(CC)(CO)CO